ClC1=NN(C=2C1=NN(C(C2)=O)C2=C(C=CC=C2O)F)C(C2=CC=CC=C2)(C2=CC=CC=C2)C2=CC=CC=C2 3-chloro-5-(2-fluoro-6-hydroxyphenyl)-1-trityl-1H-pyrazolo[4,3-c]pyridazin-6(5H)-one